COCCOC([C@@H](F)ON1[C@@H]2C=C([C@H](N(C1=O)C2)C(N)=O)C)=O (2R)-{[(2S,5R)-2-carbamoyl-3-methyl-7-oxo-1,6-diazabicyclo[3.2.1]Oct-3-en-6-yl]Oxy}(fluoro)acetic acid 2-methoxyethyl ester